BrC1=CC=C(C=C1)C=1N=NC(=NN1)C 3-(4-bromophenyl)-6-methyl-1,2,4,5-tetrazine